C12CCCC(CCN1)C2[C@H]2[C@@H](C1=CC(=CC(=C1C2)Cl)Cl)OC2=CC=CC=C2 4-[[(1S,2S)-2-[8-Azabicyclo[3.3.1]nonan-9-yl]-4,6-dichloro-2,3-dihydro-1H-inden-1-yl]oxy]benzene